N-[2-[1-[(3-fluoroazetidin-3-yl)methyl]-4-piperidyl]-6-isopropoxy-indazol-5-yl]pyrazolo[1,5-a]pyrimidine-3-carboxamide FC1(CNC1)CN1CCC(CC1)N1N=C2C=C(C(=CC2=C1)NC(=O)C=1C=NN2C1N=CC=C2)OC(C)C